CC1=CC=C(C=C1)S(=O)(=O)OC1=CC(N(C=2N(C(N(C(C21)=O)C)=O)CC)C)=O 1-ethyl-3,8-dimethyl-2,4,7-trioxo-1,2,3,4,7,8-hexahydropyrido[2,3-d]pyrimidine-5-yl p-toluenesulfonate